(S)-3-fluoro-5-(1-(4-(5-fluoro-4-(4-methyl-5-oxo-4,5-dihydro-1H-1,2,4-triazol-1-yl)pyrimidin-2-yl)piperazine-1-carbonyl)-4,5-dihydro-1H-pyrazol-5-yl)benzonitrile FC=1C=C(C#N)C=C(C1)[C@@H]1CC=NN1C(=O)N1CCN(CC1)C1=NC=C(C(=N1)N1N=CN(C1=O)C)F